C1(CC1)C1=CC(=NN1C1OCCCC1)NC1=CC2=C(C(=NO2)N(S(=O)(=O)C2=C(C=C(C=C2OC)N2N=CC=CC2=O)OC)CC2=CC=C(C=C2)OC)C=C1OC N-(6-{[5-cyclopropyl-1-(oxan-2-yl)-1H-pyrazol-3-yl]amino}-5-methoxy-1,2-benzoxazol-3-yl)-2,6-dimethoxy-N-[(4-methoxyphenyl)methyl]-4-(6-oxopyridazin-1(6H)-yl)benzene-1-sulfonamide